2-[(1S,4S)-2,5-Diazabicyclo[2.2.1]heptan-2-yl]-N-[2-(3-methylpyridin-2-yl)-[1,3]thiazolo[5,4-c]pyridin-6-yl]-6-(oxan-4-yl)pyrimidin-4-amine [C@@H]12N(C[C@@H](NC1)C2)C2=NC(=CC(=N2)NC2=CC1=C(C=N2)SC(=N1)C1=NC=CC=C1C)C1CCOCC1